11,12-dihydroindolo[2,3-a]carbazole-5,6-d2 C1=CC=CC2=C1NC1=C2C(=C(C=2C3=CC=CC=C3NC12)[2H])[2H]